F/C=C(\CNC(OC(C)(C)C)=O)/COC=1C=NC(=NC1)N1CCC(CC1)(COC)O tert-Butyl (E)-(3-fluoro-2-(((2-(4-hydroxy-4-(methoxymethyl)piperidin-1-yl)pyrimidin-5-yl)oxy)methyl)allyl)carbamate